NC=1C(=C(C=CC1)CC=1C(OC2=CC(=C(C=C2C1C)F)OC1=NC=CC=C1F)=O)F 3-[(3-amino-2-fluoro-phenyl)methyl]-6-fluoro-7-[(3-fluoro-2-pyridyl)oxy]-4-methyl-chromen-2-one